C(C)(C)(C)OC(=O)N1C2C3=CC=CC=C3C1C(CC2)OC 9-Methoxy-12-azatricyclo[6.3.1.02,7]dodeca-2,4,6-triene-12-carboxylic acid tert-butyl ester